ClC1=C(N)C=CC(=C1)N1CCC(CC1)N1CCN(CC1)C 2-chloro-4-(4-(4-methylpiperazin-1-yl)piperidin-1-yl)aniline